OC=1C(=NC=CN1)C=O 3-HYDROXYPYRAZINE-2-CARBOXALDEHYDE